Bisphenol-A Dimethacrylat C(C(=C)C)(=O)O.C(C(=C)C)(=O)O.OC1=CC=C(C=C1)C(C)(C)C1=CC=C(C=C1)O